(S)-3-((4-(4-(3-(tert-butoxy)-2-((1,3-dioxoisoindolin-2-yl)oxy)-3-oxopropoxy)phenyl)-1H-pyrazol-1-yl)methyl)-3-fluoroazetidine-1-carboxylic acid tert-butyl ester C(C)(C)(C)OC(=O)N1CC(C1)(F)CN1N=CC(=C1)C1=CC=C(C=C1)OC[C@@H](C(=O)OC(C)(C)C)ON1C(C2=CC=CC=C2C1=O)=O